O1CCCC=2C1=NC=C(C2)C=O 3,4-DIHYDRO-2H-PYRANO[2,3-B]PYRIDINE-6-CARBALDEHYDE